FC1=C(C=CC(=O)O)C=CC(=C1)OC 2-fluoro-4-methoxycinnamic acid